CC=1N=C(C2=C(N1)C1=C(O2)C=CC=C1)N1[C@@H](C[C@@H](C1)CC(NC1=CC=C2C=CC=NC2=C1)=O)C(=O)O (2S,4R)-1-(2-methylbenzofuro[3,2-d]pyrimidin-4-yl)-4-(2-oxo-2-(quinolin-7-ylamino)ethyl)pyrrolidine-2-carboxylic acid